5-bromo-1-((2-(trimethylsilyl)ethoxy)methyl)imidazol-2-amine BrC1=CN=C(N1COCC[Si](C)(C)C)N